Tert-butyl (tert-butoxycarbonyl)(pyridin-4-ylmethyl)carbamate C(C)(C)(C)OC(=O)N(C(OC(C)(C)C)=O)CC1=CC=NC=C1